C(C)(C)C=1NC=2C(=NC(=CC2)C(F)(F)F)N1 2-isopropyl-5-(trifluoromethyl)imidazo[4,5-b]pyridine